2'-nitro-4-biphenylcarboxylic acid [N+](=O)([O-])C1=C(C=CC=C1)C1=CC=C(C=C1)C(=O)O